ClC1=C(C=CC=C1)NC(=O)C=1C=CC(=NC1)NC1=NC(=NC=C1F)NC1=CC=C(C(=O)O)C=C1 4-((4-((5-((2-chlorophenyl)carbamoyl)pyridin-2-yl)amino)-5-fluoropyrimidin-2-yl)amino)benzoic acid